FC1=C(C(=CC=C1)F)C1=CC(=C(N=N1)C(=O)[O-])NC1=NC=C(C=C1)N1C(COCC1)=O 6-(2,6-difluorophenyl)-4-((5-(3-oxomorpholino)pyridin-2-yl)amino)pyridazine-3-carboxylate